bis(trimethylstannyl)-2,2'-bithiophene C[Sn](C)(C)C1=CSC(=C1[Sn](C)(C)C)C2=CC=CS2